C(CCCCCCCCC)OC(CCCCCCCC(CCCC)C)OCCCCCCCCCC 1,1-didecyloxy-9-methyltridecane